3-fluoro-4-(1-methylpiperidin-4-yl)aniline FC=1C=C(N)C=CC1C1CCN(CC1)C